O=C1NC(CCC1N1CC=2C=C3C(=CC2C1=O)OCC31CCN(CC1)CC=1C=C(C=CC1)S(=O)(=O)N(C)C)=O 3-((6-(2,6-dioxopiperidin-3-yl)-7-oxo-6,7-dihydro-2H,5H-spiro[furo[2,3-f]isoindole-3,4'-piperidin]-1'-yl)methyl)-N,N-dimethylbenzenesulfonamide